OC=1C=CN(C(C1)=O)C1(CC1)C 4-hydroxy-1-(1-methylcyclopropyl)-6-oxo-1,6-dihydropyridine